(7-(4-Benzoylphenoxy)-4-hydroxy-1-methoxyisoquinoline-3-carbonyl)glycine C(C1=CC=CC=C1)(=O)C1=CC=C(OC2=CC=C3C(=C(N=C(C3=C2)OC)C(=O)NCC(=O)O)O)C=C1